2-tert-butylhydroquinone C(C)(C)(C)C1=C(O)C=CC(=C1)O